CC1=CC=2N(C3=CC=C(C=C3N(C2C=C1)CC[N+](CC)(CC)CC)C)CC[N+](CC)(CC)CC (2-{2,7-dimethyl-10-[2-(triethylammonio)ethyl]phenazin-5-yl}ethyl)triethylammonium